4-[(3S)-3-amino-3-methylpyrrolidin-1-yl]-5-(3-chloro-5-fluorophenyl)-N-(3,3-difluorocyclobutyl)pyridine-3-carboxamide N[C@@]1(CN(CC1)C1=C(C=NC=C1C1=CC(=CC(=C1)F)Cl)C(=O)NC1CC(C1)(F)F)C